C1(CC1)NC(=O)N1CCNCC1 4-[(cyclopropylamino)carbonyl]piperazine